Cl.FC\1CNCC/C1=C\C(=O)OC (E)-methyl 2-(3-fluoropiperidin-4-ylidene)acetate Hydrochloride